C1(=CC=CC=C1)S(=O)(=O)C1=CC=CC=C1 phenyl sulfone